chloro-4-methoxy-[1,1'-biphenyl]-3-carboxylic acid methyl ester COC(=O)C=1C(=C(C=CC1OC)C1=CC=CC=C1)Cl